2'-Chloro-N-(5-(3-(difluoromethyl)cyclobutane-1-carbonyl)-5,6-dihydro-4H-pyrrolo[3,4-d]thiazol-2-yl)-5'-methoxy-6-methyl-[4,4'-bipyridine]-3-carboxamide ClC1=NC=C(C(=C1)C1=C(C=NC(=C1)C)C(=O)NC=1SC2=C(N1)CN(C2)C(=O)C2CC(C2)C(F)F)OC